ClC1=C2C=C(NC2=CC=C1Cl)C(=O)N1CC2(CNC2)CC1 (4,5-dichloro-1H-indol-2-yl)(2,6-diazaspiro[3.4]octan-6-yl)methanone